C(C(O)C)(=O)O.CN(CCCNC(CCCCCCCCCCCCCCCCCCCCC)=O)C N-[3-(dimethylamino)propyl]docosanamide lactic acid salt